6-(2-chlorophenyl)-N-(pyridin-3-yl)-8,9-dihydroimidazo[1',2':1,6]pyrido[2,3-d]pyrimidin-2-amine ClC1=C(C=CC=C1)C1=CC2=C(N=C(N=C2)NC=2C=NC=CC2)N2C1=NCC2